OC1=C(C(=O)C2=CC=CC=C2)C=C(C(=C1)O)C(=O)C=1C(=CC=CC1)C 2,4-dihydroxy-5-(o-toluoyl)benzophenone